COC1=C(C2=CC=CC=C2C=C1)CC1=C(C=CC2=CC=CC=C12)NC(OC(C)(C)C)=O tert-butyl (1-((2-methoxynaphthalen-1-yl)methyl)naphthalen-2-yl)carbamate